5,6-dihydro-4H-imidazo[4,5,1-ij]quinoline N1=CN2CCCC3=CC=CC1=C23